BrC[C@]1([C@H]([C@@H]([C@@H](O1)N1CNCC(=C1)F)F)OC(C1=CC=CC=C1)(C1=CC=CC=C1)C1=CC=C(C=C1)OC)CO[Si](C)(C)C(C)(C)C 1-[(2R,3S,4R,5R)-5-(bromomethyl)-5-{[(tert-butyldimethylsilyl)oxy]methyl}-3-fluoro-4-[(4-methoxyphenyl)diphenylmethoxy]oxolan-2-yl]-5-fluoro-3H-pyrimidine